FC1=CC2=C(C(=CO2)C=2C=C(SC2)C(CCC(=O)O)=O)C=C1 4-(4-(6-fluorobenzofuran-3-yl)thiophen-2-yl)-4-oxobutyric acid